4-Chloro-5-(6-(((S*)-2,2-difluorocyclohexyl)amino)-4-methoxypyridin-3-yl)-1-ethyl-N-(((1r,4S)-4-(methylsulfonyl)cyclohexyl)methyl)-1H-pyrazole-3-carboxamide ClC=1C(=NN(C1C=1C=NC(=CC1OC)N[C@@H]1C(CCCC1)(F)F)CC)C(=O)NCC1CCC(CC1)S(=O)(=O)C |o1:15|